5-(3,4-dichlorophenoxy)-N-((2,4-dichlorophenyl)sulfonyl)-1H-indole-2-carboxamide ClC=1C=C(OC=2C=C3C=C(NC3=CC2)C(=O)NS(=O)(=O)C2=C(C=C(C=C2)Cl)Cl)C=CC1Cl